9-((1R,5S,6s)-3-oxabicyclo[3.1.0]hex-6-yl)-7-methyl-2-((7-methyl-[1,2,4]Triazolo[1,5-a]pyridin-6-yl)amino)-7,9-dihydro-8H-purin-8-one [C@H]12COC[C@@H]2C1N1C2=NC(=NC=C2N(C1=O)C)NC=1C(=CC=2N(C1)N=CN2)C